(2,3-dihydro-4H-benzo[b][1,4]oxazin-4-yl)(6'-fluoro-[3,3'-bipyridin]-5-yl)methanone O1C2=C(N(CC1)C(=O)C=1C=C(C=NC1)C=1C=NC(=CC1)F)C=CC=C2